5-(4-methoxyphenyl)-N-phenyl-1,3,4-oxadiazol-2-amine COC1=CC=C(C=C1)C1=NN=C(O1)NC1=CC=CC=C1